COCOC1=CC=C(C=C1)C1=CC(=CC=2CNS(OC21)(=O)=O)F 8-(4-(methoxymethoxy)phenyl)-6-fluoro-3,4-dihydrobenzo[e][1,2,3]oxathiazine 2,2-dioxide